3-(2,2-difluoro-3-methoxypropoxy)-1-((2-(trimethylsilyl)ethoxy)methyl)-1H-pyrazol-4-amine FC(COC1=NN(C=C1N)COCC[Si](C)(C)C)(COC)F